(E)-2-(4-(diphenylamino)benzyl)-5-fluoro-1-indenone C1(=CC=CC=C1)N(C1=CC=C(CC=2C(C3=CC=C(C=C3C2)F)=O)C=C1)C1=CC=CC=C1